FC=1C(=CC(=C(C1)N1C(C=CC2=CC(=CC=C12)S(=O)(=O)N(CC1=CC=C(C=C1)OC)C1=NOC=C1)=O)OC)O 1-(5-fluoro-4-hydroxy-2-methoxyphenyl)-N-(isoxazol-3-yl)-N-(4-methoxybenzyl)-2-oxo-1,2-dihydroquinoline-6-sulfonamide